2-[(Aminooxy)sulfonyl]-1,3,5-trimethylbenzene NOS(=O)(=O)C1=C(C=C(C=C1C)C)C